OC(C)(C)C=1C=NC(=NC1)C=1C(=C(C=CC1)NC1=CC(=NC=C1C(CC([2H])([2H])[2H])=O)NC1=CC=CC(=N1)C#N)OC 6-((4-((3-(5-(2-hydroxypropan-2-yl)pyrimidin-2-yl)-2-methoxyphenyl)amino)-5-(propionyl-3,3,3-d3)pyridin-2-yl)amino)pyridinenitrile